5-(2-butylpyridin-5-yl)quinoline C(CCC)C1=NC=C(C=C1)C1=C2C=CC=NC2=CC=C1